2,4,6-tris(2-hydroxy-4-isooctyloxycarbonyliso-propoxy-phenyl)-s-triazine OC1=C(C=CC(=C1OC(C)C)C(=O)OCCCCCC(C)C)C1=NC(=NC(=N1)C1=C(C(=C(C=C1)C(=O)OCCCCCC(C)C)OC(C)C)O)C1=C(C(=C(C=C1)C(=O)OCCCCCC(C)C)OC(C)C)O